5-chloro-8-(4-fluorophenyl)-2-methyl-[1,2,4]triazolo[1,5-a]pyrazin-6-amine ClC1=C(N=C(C=2N1N=C(N2)C)C2=CC=C(C=C2)F)N